NC12CC(C1)(C2)C(C)O 1-(3-aminobicyclo[1.1.1]pentan-1-yl)ethan-1-ol